naphthalene-1-carboxylate C1(=CC=CC2=CC=CC=C12)C(=O)[O-]